NC1=NC=CC=C1.[C] carbon aminopyridine